NC1=NC=CC2=C(C=CC=C12)C=1C=C2C(=NN(C2=CC1)C1COCC1)COC1=C(C(=CC=C1)C#N)CC(=O)O 2-(2-((5-(1-aminoisoquinolin-5-yl)-1-(tetrahydrofuran-3-yl)-1H-indazol-3-yl)methoxy)-6-cyanophenyl)acetic acid